CN1N=C2C=CC(=CC2=C1)C1=CC2=C(N=C(S2)N2CCC(CC2)N)C=C1 1-[6-(2-methyl-2H-indazol-5-yl)-1,3-benzothiazol-2-yl]piperidin-4-amine